1-cyclopropyl-6-(4-((4-((5-(trifluoromethyl)pyridin-2-yl)amino)piperidin-1-yl)sulfonyl)phenyl)-1,3-dihydro-2H-benzo[d]imidazol-2-one C1(CC1)N1C(NC2=C1C=C(C=C2)C2=CC=C(C=C2)S(=O)(=O)N2CCC(CC2)NC2=NC=C(C=C2)C(F)(F)F)=O